FC=1C=C(C=CC1)N1CCC2=C1N=CN=C2OCC=2C=NC=CC2 7-(3-fluorophenyl)-4-(pyridin-3-ylmethoxy)-6,7-dihydro-5H-pyrrolo[2,3-d]pyrimidin